N1=CC=C(C=C1)OC(CC)=O pyridin-4-ylpropanoate